FC1=C(C=CC=C1F)C1=CC=C(C=C1)CCCC(=O)NC=1C=NC=CC1 4-(2',3'-difluoro-[1,1'-biphenyl]-4-yl)-N-(pyridin-3-yl)butanamide